1,2,3,4-tetrathiazepan S1SSSNCC1